C(C)OC(CCCOC=1C=NC(=NC1)NC(CC(CC)NC1=CC=C(C=C1)C(F)(F)F)=O)=O 4-((2-(3-((4-(trifluoromethyl)phenyl)amino)pentanamido)pyrimidin-5-yl)oxy)butanoic acid ethyl ester